[I-].CC1(C(=[N+](C=2C=CC3=C(C12)C=CC=C3)CCOCCOCCOCCOCCOCCOCCOCCOC)C)C 1,1,2-trimethyl-3-(2,5,8,11,14,17,20,23-octaoxapentacosan-25-yl)-1H-benzo[e]indol-3-ium iodide